COC=1C=C(C=C(C1OC)OC)C=CC(=O)N1CCNC2=CC=C(C=C12)C(=O)OC methyl 4-[3-(3,4,5-trimethoxyphenyl)-1-oxoprop-2-enyl]-1,2,3,4-tetrahydroquinoxaline-6-carboxylate